chloromethyl (tetrahydro-2H-pyran-4-yl) carbonate C(OCCl)(OC1CCOCC1)=O